4-methoxy-4-(4-(4-(4-(trifluoromethyl)phenyl)piperidine-1-carbonyl)phenyl)piperidine-1-carboxylic acid ethyl ester C(C)OC(=O)N1CCC(CC1)(C1=CC=C(C=C1)C(=O)N1CCC(CC1)C1=CC=C(C=C1)C(F)(F)F)OC